FC(CC)(F)C=1C=C(C=CC1)N1C(OC=C1C)C1=CC=C(C=C1)OC N-(3-(1,1-difluoropropyl)phenyl)-2-(4-methoxyphenyl)-4-methyloxazole